BrC1=CN=NC2=CC(=C(C=C12)N1CC2OC(C1)C2)OC 3-(4-bromo-7-methoxycinnolin-6-yl)-6-oxa-3-azabicyclo[3.1.1]heptane